C(C)(=O)O.FC=1C(=C(C=CC1F)C(=O)N1CC(C1)(O)CNC1CCC(CC1)O)NC1=C(C=C(C=C1)I)F 1-({3,4-difluoro-2-[(2-fluoro-4-iodophenyl)amino]phenyl}carbonyl)-3-{[(4-hydroxycyclohexyl)amino]methyl}azetidin-3-ol acetate salt